NC1=C(C=CC=C1)NC=1C=C(C(NC1)=O)C1=C2C=CNC2=CC=C1 5-((2-aminophenyl)amino)-3-(1H-indol-4-yl)pyridin-2(1H)-one